OC[C@]1(OC2=C(C1)C=C(C(=C2)N2CCC(CC2)CO)NC(=O)C=2C=NN1C2N=CC=C1)C N-[(2S)-2-(hydroxymethyl)-6-[4-(hydroxymethyl)-1-piperidyl]-2-methyl-3H-benzofuran-5-yl]pyrazolo[1,5-a]pyrimidine-3-carboxamide